tert-butyl methyl(2,3,5,6-tetrafluoro-4-(N-(4-((3-(1-methyl-6-(trifluoromethyl)-1H-benzo[d]imidazol-5-yl)phenyl)carbamoyl)phenyl)sulfamoyl)benzyl)carbamate CN(C(OC(C)(C)C)=O)CC1=C(C(=C(C(=C1F)F)S(NC1=CC=C(C=C1)C(NC1=CC(=CC=C1)C1=CC2=C(N(C=N2)C)C=C1C(F)(F)F)=O)(=O)=O)F)F